4-(6-((4-cyano-2-fluorobenzyloxy)oxypyridin-2-yl)benzyl)-1-(oxetine-2-ylmethyl)-1H-thieno[2,3-d]imidazole-5-carboxylic acid C(#N)C1=CC(=C(COOC=2C(=NC=CC2)C2=CC=CC=C2CS2C(=CC3=C2N=CN3CC=3OCC3)C(=O)O)C=C1)F